C(CCCCCCCCCCC)N(CCN(CCN1CCN(CC1)CCN(CCCCCCCCCCCC)CCCCCCCCCCCC)CCCCCCCCCCCC)CCCCCCCCCCCC N1-[2-(didodecylamino)ethyl]N1,N4,N4-tridodecyl-1,4-piperazinediethanamine